FC(C1=CC=NN1CC(=O)O)(F)F 2-(5-(trifluoromethyl)-1H-pyrazol-1-yl)acetic acid